(6-methoxy-1,2,3,4-tetrahydro-2,7-naphthyridine-2-carbonyl)-6-methyl-N-(1-methylcyclopropyl)furo[2,3-d]pyrimidin-4-amine COC=1C=C2CCN(CC2=CN1)C(=O)C=1N=C(C2=C(N1)OC(=C2)C)NC2(CC2)C